(3-Fluoro-azetidin-1-yl)-(5-{5-[5-fluoro-6-(2-methoxy-ethoxy)-1H-indazol-3-yl]-isoxazol-3-yl}-pyridin-2-yl)-methanone FC1CN(C1)C(=O)C1=NC=C(C=C1)C1=NOC(=C1)C1=NNC2=CC(=C(C=C12)F)OCCOC